6-((1H-pyrazol-3-yl)thio)-2-((6-methylpyridin-2-yl)methyl)phthalazin-1(2H)-one N1N=C(C=C1)SC=1C=C2C=NN(C(C2=CC1)=O)CC1=NC(=CC=C1)C